CO[C@@H]1[C@@H]2N(C=C(CO2)CSC2=NN=NN2)C1=O 7α-methoxy-3-(5-tetrazolyl)thiomethyl-1-oxa-3-cephem